[C@H]12CN(C[C@H](CC1)N2)C2=C(C(=NC1=C(C(=CC=C21)C2=CC(=CC1=CC=C(C(=C21)C#C)F)O)F)OC[C@]21CCCN1C[C@@H](C2)F)F 4-(4-((1R,5S)-3,8-diazabicyclo[3.2.1]octan-3-yl)-3,8-difluoro-2-(((2R,7aS)-2-fluorotetrahydro-1H-pyrrolizin-7a(5H)-yl)methoxy)quinolin-7-yl)-5-ethynyl-6-fluoronaphthalen-2-ol